C(C)(=O)N([C@@H](CC1=CNC=N1)C(=O)O)C(CCN)=O N-acetyl-(beta-alanyl-L-histidine)